NC([C@H](C[C@H]1C(NCCC1)=O)NC([C@H](CC1CC1)NC(=O)C1=CC=2C(=CN=C(C2)Cl)N1)=O)=O N-[(1S)-2-[[(1S)-2-amino-2-oxo-1-[[(3S)-2-oxo-3-piperidyl]methyl]ethyl]amino]-1-(cyclopropylmethyl)-2-oxo-ethyl]-5-chloro-1H-pyrrolo[2,3-c]pyridine-2-carboxamide